1-{[4-(4,4,5,5-tetramethyl-1,3,2-dioxaborolan-2-yl)-1H-pyrazol-1-yl]methyl}cyclopropane-1-carbonitrile CC1(OB(OC1(C)C)C=1C=NN(C1)CC1(CC1)C#N)C